4-decanol CCCC(CCCCCC)O